dodecylbenzensulfonate C(CCCCCCCCCCC)OS(=O)(=O)C1=CC=CC=C1